(6-{7-[2-(6,6-difluoro-[1,4]oxazepan-4-yl)-ethoxy]-imidazo[1,2-a]pyridin-3-yl}-pyrimidin-4-yl)-[4-(1-methyl-1H-pyrazol-4-yl)-benzyl]-amine FC1(CN(CCOC1)CCOC1=CC=2N(C=C1)C(=CN2)C2=CC(=NC=N2)NCC2=CC=C(C=C2)C=2C=NN(C2)C)F